N1=CC=C(C=C1)C gamma-picolin